N[C@H]1CN(C[C@H]1F)C(=O)OC(C)(C)C (3S,4R)-tert-butyl 3-amino-4-fluoropyrrolidine-1-carboxylate